COC=1C=C2C(=CC=NC2=CC1OCCCN1CCOCC1)OC=1C=CC(=NC1)NC(C1=NC=CC(=C1)N1CCCCC1)=O N-(5-((6-Methoxy-7-(3-morpholinopropoxy)chinolin-4-yl)oxy)pyridin-2-yl)-4-(piperidin-1-yl)picolinamid